Cl.CN1N=C2C(=CC(=CC2=C1)C1=CC2=C(C=N1)N=C(S2)NC2CC(N(C(C2)(C)C)C)(C)C)C#N 2-Methyl-5-{2-[(1,2,2,6,6-pentamethylpiperidin-4-yl)amino][1,3]thiazolo[4,5-c]pyridin-6-yl}-2H-indazol-7-carbonitril-Hydrochlorid